tert-butyl N-(4-methylpiperidin-4-yl)-carbamate CC1(CCNCC1)NC(OC(C)(C)C)=O